[Cl-].OC(C[N+]1=CC=CC=C1)CCCCCCCCCC 1-(2-Hydroxydodecyl)Pyridinium Chloride